[Na].O[C@@H](CO)[C@@H]1OC(C(=C1CCCCCCCC\C=C/CCCCCCCC(=O)O)O)=O (R)-2-((S)-1,2-dihydroxyethyl)-4-hydroxy-5-oxo-2,5-dihydrofuran-3-oleic acid sodium